CC=1N=C2N(C(C1)=O)C=CC=C2 2-methyl-4H-pyrido[1,2-a]pyrimidin-4-one